1,2-distearoyl-sn-glycero-3-phosphoethanolamine sodium [Na].C(CCCCCCCCCCCCCCCCC)(=O)OC[C@@H](OC(CCCCCCCCCCCCCCCCC)=O)COP(=O)(O)OCCN